N1-(2-(dimethylamino)ethyl)-5-methoxy-N1-methyl-N4-(4-(1-methyl-1H-thieno[3,2-c]pyrazol-3-yl)pyridin-2-yl)benzene-1,2,4-triamine CN(CCN(C=1C(=CC(=C(C1)OC)NC1=NC=CC(=C1)C=1C2=C(N(N1)C)C=CS2)N)C)C